C(C1=CC=C(C=C1)C=1C(=O)NC(C1)=O)C1=CC=C(C=C1)C=1C(=O)NC(C1)=O methylenebis-p-phenylenebismaleimide